[C@@H]1([C@H](O)[C@@H](O)[C@@H](O)[C@H](O1)CO)O[C@H]1[C@@H]([C@H]([C@@H](O)O[C@@H]1CO)O)O 4-O-β-D-Galactopyranosyl-alpha-D-glucopyranose